CC1=CC(=C(C=C1)NC(=O)CCl)C 2-chloro-N-(2,4-dimethylphenyl)acetamide